FC1=C(CNC2=NC=CC=C2)C=C(C=C1)F N-(2,5-difluorobenzyl)pyridine-2-amine